O[C@H](C(=O)NC=1C(=C(C(=C(C1I)C(=O)N)I)C(=O)N)I)C 5-[[(2S)-2-hydroxy-1-oxopropyl]-amino]-2,4,6-triiodo-1,3-benzenedicarboxamide